7-[(acetoxy)carbamoyl]heptanoic acid C(C)(=O)ONC(=O)CCCCCCC(=O)O